tert-butyl 3-(3-methyl-4-nitro-1H-pyrazol-1-yl)azetidine-1-carboxylate CC1=NN(C=C1[N+](=O)[O-])C1CN(C1)C(=O)OC(C)(C)C